2-chloro-4-fluoro-N-[[1-[(1R)-3-(hydroxyamino)-1-(2-naphthyl-methyl)-3-oxo-propyl]triazol-4-yl]methyl]benzamide ClC1=C(C(=O)NCC=2N=NN(C2)[C@@H](CC(=O)NO)CC2=CC3=CC=CC=C3C=C2)C=CC(=C1)F